N1N=CC2=CC(=CC=C12)NC1=NC(=NC=C1)C1=CC=C2C=C(NC2=C1)C(=O)NC1=CC=C(C=C1)N1CCN(CC1)C 6-(4-((1H-indazol-5-yl)amino)pyrimidin-2-yl)-N-(4-(4-methyl-piperazin-1-yl)phenyl)-1H-indole-2-carboxamide